FC(C1=NC(=NN1)N)(F)F 5-(trifluoromethyl)-1,2,4-triazol-3-amine